lithium monocarbonate C([O-])([O-])=O.[Li+].[Li+]